C(CCCCCC)[Si](OCC)(OCC)OCC heptyltriethoxysilane